C(C)(C)(C)OC(=O)NC1CC(CCC1)CC(=O)O (3-((tert-butoxy)carbonylamino)cyclohexyl)acetic acid